NCC1=CC=C(C=C1)N1C(=NC=2C1=NC(=CC2)C)C=2C(=NC=CC2)N 3-{3-[4-(aminomethyl)phenyl]-5-methylimidazo[4,5-b]pyridin-2-yl}pyridin-2-amine